beta-D-galactosyl-(1->4)-D-glucose [C@@H]1([C@H](O)[C@@H](O)[C@@H](O)[C@H](O1)CO)O[C@@H]([C@@H]([C@H](C=O)O)O)[C@H](O)CO